3,5-dimethyl-N-(5-(2-(4-(trifluoromethyl)phenoxy)ethyl)-1H-indol-3-yl)isoxazole-4-carboxamide CC1=NOC(=C1C(=O)NC1=CNC2=CC=C(C=C12)CCOC1=CC=C(C=C1)C(F)(F)F)C